5-ethoxycarbonyl-6-methyl-4-(4'-chlorophenyl)-3,4-dihydropyrimidine-2-one C(C)OC(=O)C=1C(NC(NC1C)=O)C1=CC=C(C=C1)Cl